FC(C1=C(C=CC=C1)C1(CC=CC=C1)CS(=O)(=O)N(C)C1=CC=C(C=C1)N1C2=C(NC(CC1=O)=O)C1=CC=CC=C1C=C2)(F)F 1-[2-(trifluoromethyl)phenyl]-N-[4-(2,4-dioxo-1,2,3,4-tetrahydronaphtho[1,2-b][1,4]diazepin-5-yl)phenyl]phenyl-N-methylmethanesulfonamide